ClC1=CC=C(S1)CN(C1=CC(=C(C=C1)NC(CCC1=CC=CC=C1)=O)C)C N-{4-[(5-Chloro-thiophen-2-ylmethyl)-(methyl)amino]-2-methyl-phenyl}-3-phenylpropionamide